NC1=NC=NN2C1=C(C=C2C=2C=C(C(=NC2)OC)C(=O)N[C@@H]2CN(C[C@@H]2F)C(=O)OC2CCCCC2)C(F)(F)F cyclohexyl (3R,4S)-3-{5-[4-amino-5-(trifluoromethyl)pyrrolo[2,1-f][1,2,4]triazin-7-yl]-2-methoxypyridine-3-amido}-4-fluoropyrrolidine-1-carboxylate